cyclopropaneylmethylamine C1(CC1)CN